(2R,3R,4R)-2-(2-(Furan-2-yl)-6-(methylamino)-8-(prop-1-yn-1-yl)-9H-purin-9-yl)tetrahydrofuran-3,4-diol O1C(=CC=C1)C1=NC(=C2N=C(N(C2=N1)[C@@H]1OC[C@H]([C@H]1O)O)C#CC)NC